NC=1C(=NN(C1)C1OCCCC1)C(C)NC1CCN(CC1)C=1C(=NC=CC1C)OC {1-[4-Amino-1-(tetrahydro-pyran-2-yl)-1H-pyrazol-3-yl]-ethyl}-(2'-methoxy-4'-methyl-3,4,5,6-tetrahydro-2H-[1,3']bipyridinyl-4-yl)-amine